FC1=C(C=CC(=C1)O)C1=NN2C(=NC=3C=CC=CC3C2=N1)NC=1C(N=CC=CC1)=O (3R)-3-{[2-(2-fluoro-4-hydroxyphenyl)[1,2,4]triazolo[1,5-c]quinazolin-5-yl]amino}azepin-2-one